acrylamido-N-(3-chloro-4-fluorophenyl)-7-(3-morpholinopropoxy)-quinazolin-4-amine C(C=C)(=O)NC1=NC2=CC(=CC=C2C(=N1)NC1=CC(=C(C=C1)F)Cl)OCCCN1CCOCC1